C1(=CC=CC=C1)[C@@H]1[C@@H](C1)C1=C(C(=O)N)C=CC=C1 ((1R,2S)-2-phenylcyclopropyl)benzamide